C(CCCCCCC\C=C/C)O (Z)-9-undecen-1-ol